N-[(4-(4-trifluoromethylpyridin-2-yloxy)phenyl)thiocarbamoyl]furan-2-carboxamide FC(C1=CC(=NC=C1)OC1=CC=C(C=C1)NC(=S)NC(=O)C=1OC=CC1)(F)F